N-((1S,2S)-1-(4,5-dihydrooxazol-2-yl)-2-methylbutyl)acetamide O1C(=NCC1)[C@H]([C@H](CC)C)NC(C)=O